FC1=C(C=CC(=C1)F)C1CNCCO1 2-(2,4-difluorophenyl)morpholine